C[C@]1(CC2=CC=C(C(=C2C1)C)C)C(C)=O |r| (+-)-1-(2,4,5-trimethyl-2,3-dihydro-1H-inden-2-yl)ethanone